2-(7-(5-methyl-2-((1-methyl-1H-pyrazol-5-yl)amino)pyrimidin-4-yl)-1-oxo-3,4-dihydropyrrolo[1,2-a]pyrazin-2(1H)-yl)propionic acid tert-butyl ester C(C)(C)(C)OC(C(C)N1C(C=2N(CC1)C=C(C2)C2=NC(=NC=C2C)NC2=CC=NN2C)=O)=O